(2R)-2-(tert-butoxycarbonylamino)-3-methylthiopropionic acid C(C)(C)(C)OC(=O)N[C@@H](C(=S)O)CC